C(C#C)(=O)O.C(C1=CC=CC=C1)(=O)N benzoic acid amide propiolate